CC1(CC=2C=3CCN(C(C3SC2C1)=O)C1=NC=CC(=C1C=O)C1=CN(C(C(=C1)NC1=NC=CN=C1)=O)C)C 2-{4,4-Dimethyl-9-oxo-7-thia-10-azatricyclo[6.4.0.02,6]dodeca-1(8),2(6)-dien-10-yl}-4-{1-methyl-6-oxo-5-[(pyrazin-2-yl)amino]-1,6-dihydropyridin-3-yl}pyridine-3-carbaldehyde